2-(6-ethoxy-4-(4-fluoro-2-(4-methyl-4H-1,2,4-triazol-3-yl)phenyl)pyridin-2-yl)-6-(hydroxymethyl)-4-(trifluoromethyl)isoindolin-1-one C(C)OC1=CC(=CC(=N1)N1C(C2=CC(=CC(=C2C1)C(F)(F)F)CO)=O)C1=C(C=C(C=C1)F)C1=NN=CN1C